CC=1C=C(C=CC1)CCC=C 4-(3-methylphenyl)-butene